NC1CCN(CC1)C(=O)OC(C)(C)C tert-butyl 4-aminopiperidine-1-carboxylate